methyl (S)-2-((2-(2,6-difluoro-4-(methylcarbamoyl)phenyl)-7-(trifluoromethyl)imidazo[1,2-a]pyridin-3-yl)methyl)morpholine-4-carboxylate FC1=C(C(=CC(=C1)C(NC)=O)F)C=1N=C2N(C=CC(=C2)C(F)(F)F)C1C[C@H]1CN(CCO1)C(=O)OC